C(=O)(O)C=1C=C(C=CC1C(=O)O)SC1=CC(=C(C=C1)C(=O)O)C(=O)O bis(3,4-dicarboxyphenyl) thioether